1,4-bis(4-pyridyl)biphenyl N1=CC=C(C=C1)C1(CC=C(C=C1)C1=CC=NC=C1)C1=CC=CC=C1